C(C=C)C1=CC(=C(C=C1C(C)(C)C)O)OC 4-allyl-5-(tert-butyl)-2-methoxyphenol